NC1=C(C(=NC=N1)N1C[C@@H](CCC1)N1C(C(CCC1)NCC1=CC=CC=C1)=O)F (3'r)-1'-(6-amino-5-fluoropyrimidin-4-yl)-3-(benzylamino)-1,3'-bipiperidin-2-one